tert-butyl N-[(1R,3R)-3-[4-amino-7-bromo-3-[4-[[4-(trifluoromethyl)-2-pyridyl]carbamoyl]-phenyl]pyrazolo[4,3-c]pyridin-1-yl]cyclohexyl]carbamate NC1=NC=C(C2=C1C(=NN2[C@H]2C[C@@H](CCC2)NC(OC(C)(C)C)=O)C2=CC=C(C=C2)C(NC2=NC=CC(=C2)C(F)(F)F)=O)Br